FC(C(=O)[O-])(F)F.COC=1C=C(\C=C\2/CC(C\C(\C2=O)=C/C2=CC(=C(C=C2)OC)OC)[NH3+])C=CC1OC 3,5-Bis((E)-3,4-dimethoxybenzylidene)-4-oxocyclohexan-1-aminium trifluoroacetate